(S)-2-(4-isobutylphenyl)propionyl chloride C(C(C)C)C1=CC=C(C=C1)[C@@H](C(=O)Cl)C